BrC=1C=NC=C(C1C(C)=O)Br 1-(3,5-dibromo-pyridin-4-yl)-ethanone